5-{1-[(2,2-dimethylcyclopropyl)methyl]-1H-pyrazol-4-yl}-6-(3-methoxycinnolin-7-yl)pyridine-2-carbonitrile CC1(C(C1)CN1N=CC(=C1)C=1C=CC(=NC1C1=CC=C2C=C(N=NC2=C1)OC)C#N)C